2-(2-methyl-7-oxo-spiro[5H-thieno[2,3-c]pyridine-4,1'-cyclopropane]-6-yl)acetic acid CC1=CC2=C(C(N(CC23CC3)CC(=O)O)=O)S1